C(C)C(C(=O)[O-])CCCC.[Sn+4].C(C)C(C(=O)[O-])CCCC.C(C)C(C(=O)[O-])CCCC.C(C)C(C(=O)[O-])CCCC tin 2-ethyl-1-hexanoate